glycyl-(5-methyl)histidine NCC(=O)N[C@@H](CC1=C(NC=N1)C)C(=O)O